2-(1-(2,6-diisopropylanilino)ethyl)-8-hydroxy-5,6,7,8-tetrahydroquinoline C(C)(C)C1=C(NC(C)C2=NC=3C(CCCC3C=C2)O)C(=CC=C1)C(C)C